3,5-dimethyl-4-bromopyrazole CC1=NNC(=C1Br)C